CC1(OB(OC1(C)C)C1=C2C(=NC=C1)NC=C2C(=O)OC)C methyl 4-(4,4,5,5-tetramethyl-1,3,2-dioxaborolan-2-yl)-1H-pyrrolo[2,3-b]pyridine-3-carboxylate